N1[C@@H](CC1)COC=1C=CC(=C(C(=O)NC2(CC2)C2=CC=CC3=CC(=CC=C23)F)C1)C (s)-5-(Azetidin-2-ylmethoxy)-N-(1-(6-fluoronaphthalen-1-yl)cyclopropyl)-2-methylbenzamide